COC([C@@H](N(C(C1=NC=C(C=C1)NC(=O)C1[N@](C1)C(C1=CC=CC=C1)(C1=CC=CC=C1)C1=CC=CC=C1)=O)C)C(C)C)=O N-methyl-N-(5-((S)-1-trityl-aziridine-2-carboxamido)picolinoyl)-L-valine methyl ester